1,4a,6a-trimethyl-2-oxo-N-(propan-2-yl)-N-(propan-2-ylcarbamoyl)hexadecahydro-1H-indeno[5,4-f]quinoline-7-carboxamide CN1C(CCC2(C3C(CCC12)C1CCC(C1(CC3)C)C(=O)N(C(NC(C)C)=O)C(C)C)C)=O